COCCN1CCCCC1 N-methoxyethyl-piperidine